C(\C=C\CCCCCCC)=O (E)-dec-2-enal